methyl 2-hydroxy-3-(1H-indol-3-yl)-propionate OC(C(=O)OC)CC1=CNC2=CC=CC=C12